2-[2-(4-methoxyphenyl)vinyl]-4,6-bis(trichloromethyl)s-triazine COC1=CC=C(C=C1)C=CC1=NC(=NC(=N1)C(Cl)(Cl)Cl)C(Cl)(Cl)Cl